phenmethyl phosphate P(=O)(OCC1=CC=CC=C1)([O-])[O-]